ClC1=C(C=C(C=C1)Cl)C1=C(C=CC=C1)Cl 2,2',5-trichlorobiphenyl